N(=[N+]=[N-])C1=CC=C(C(=O)NCCNC(OC(C)(C)C)=O)C=C1 tert-butyl (2-(4-azidobenzamido)ethyl)carbamate